Tripentyl-Cyclohexane methyl-6,7-dichloro-4-methoxy-1H-indole-2-carboxylate COC(=O)C=1NC2=C(C(=CC(=C2C1)OC)Cl)Cl.C(CCCC)C1C(CCCC1)(CCCCC)CCCCC